1-[[1-[(2-Chlorophenyl)methyl]-5-(3-methoxyphenyl)pyrazol-3-yl]methoxy]cyclobutanecarboxylic acid ClC1=C(C=CC=C1)CN1N=C(C=C1C1=CC(=CC=C1)OC)COC1(CCC1)C(=O)O